IC1=C(C(=O)NC=2SC(=NN2)CCC2=CC=CC=C2)C=CC=C1 2-iodo-N-(5-phenethyl-1,3,4-thiadiazol-2-yl)benzamide